FC=1N=C(SC1CN1[C@H](C[C@H](C1)OC=1C=2C(N=CC1)=NN(C2)C)C)NC(C)=O N-(4-fluoro-5-(((2S,4R)-2-methyl-4-((2-methyl-2H-pyrazolo[3,4-b]pyridin-4-yl)oxy)pyrrolidin-1-yl)methyl)thiazol-2-yl)acetamide